5-(2-fluorobenzyl)-N-(4-(5-(2-hydroxyl-2-methylpropoxy)-2-(trifluoromethyl)phenyl)pyridin-2-yl)-4H-1,2,4-triazole-3-carboxamide FC1=C(CC=2NC(=NN2)C(=O)NC2=NC=CC(=C2)C2=C(C=CC(=C2)OCC(C)(C)O)C(F)(F)F)C=CC=C1